2-bromo-1-(pyridin-3-yl)ethanone hydrobromide Br.BrCC(=O)C=1C=NC=CC1